CC1(CCC(S1)C(=O)N)C(F)(F)F 5-methyl-5-(trifluoromethyl)thiacyclopentane-2-carboxamide